2,6-dimethyl-γ-pyrone CC1=CC(=O)C=C(O1)C